BrC=1C=CC(=C(C#N)C1)N1CCC2(CN(C2)S(=O)(=O)C)CC1 5-bromo-2-{2-methanesulfonyl-2,7-diazaspiro[3.5]nonan-7-yl}benzonitrile